BrC1CC[C@@H](N1)N1CC(CC1)NC=1SC=C(N1)C(F)(F)F (S)-5-bromo-2-(3-(4-(trifluoromethyl)thiazol-2-ylamino)pyrrolidin-1-yl)pyrrolidine